CC1([C@@H]2CCC([C@@H]([C@]2(CCC1)C)C(=O)OC)=C)C methyl (1S,4aS,8aS)-5,5,8a-trimethyl-2-methylenedecahydronaphthalene-1-carboxylate